FC(C=1N=NN(N1)CC(=O)N1[C@@H](C[C@H](C1)F)C(=O)N[C@H](C1=NC=C(C=C1)C(C)C)C1=CC=CC=C1)F (2S,4R)-1-{2-[5-(difluoromethyl)-2H-1,2,3,4-tetrazol-2-yl]acetyl}-4-fluoro-N-[(S)-phenyl[5-(propan-2-yl)pyridin-2-yl]methyl]pyrrolidine-2-carboxamide